Cl.[C@@H]12[C@H]3CN[C@@H]([C@H]3[C@@H](C3(C1)CC3)C2)C(=O)OC methyl (1'S,2'R,5'S,6'S,7'S)-4'-azaspiro[cyclopropane-1,8'-tricyclo[5.2.1.0^{2,6}]decane]-5'-carboxylate hydrochloride